(5-isopropyl-4,5,6,7-tetrahydro-1H-pyrazolo[4,3-c]pyridin-3-yl)(4-(2-(trifluoromethyl)phenyl)piperidin-1-yl)methanone C(C)(C)N1CC2=C(CC1)NN=C2C(=O)N2CCC(CC2)C2=C(C=CC=C2)C(F)(F)F